tert-butyl (7-(3,4-dimethoxyphenyl)pyrazolo[1,5-a]pyrimidin-2-yl)carbamate COC=1C=C(C=CC1OC)C1=CC=NC=2N1N=C(C2)NC(OC(C)(C)C)=O